N-{4-[1-(3-methoxyphenyl)-1H-[1,2,3]triazol-4-yl]phenyl}acetamide COC=1C=C(C=CC1)N1N=NC(=C1)C1=CC=C(C=C1)NC(C)=O